racemic-(2-(2H-1,2,3-Triazol-2-yl)phenyl)((5R,9S)-3-(3,5-difluorophenyl)-2-methyl-4,5,6,7,8,9-hexahydro-2H-5,9-epiminocycloocta[c]pyrazol-10-yl)methanone N=1N(N=CC1)C1=C(C=CC=C1)C(=O)N1[C@H]2CC=3C(=NN(C3C3=CC(=CC(=C3)F)F)C)[C@@H]1CCC2 |r|